N1C=CC2=CC(=CC=C12)C(=O)N1CCC(CC1)CCCCNC(=O)C1=CC=2C=NC=CC2N1 N-(4-{1-[(1H-indol-5-yl)carbonyl]piperidin-4-yl}butyl)-1H-pyrrolo[3,2-c]pyridine-2-carboxamide